2,2'-(((4H-Cyclopentaphenanthrene-4,4-diyl)bis(4,1-phenylene))bis(oxy))diethanol C=1C=CC=2C1C1=CC=CC=C1C1=CC=CC(C21)(C2=CC=C(C=C2)OCCO)C2=CC=C(C=C2)OCCO